C(CCCCCCCCC)(=O)O.C(CC)NC(=S)NC1=CC2=NC3=C(C=CC=C3C2=CC=C1)CN(CCCC)CCCC N-propyl-N'-(4-(dibutyl)aminomethylcyclohepta[7,6-b]-indol-7-yl)thiourea decanoate